NC=1C2=C(N=C(N1)Cl)N(C=C2C=2SC=CN2)[C@H]2[C@@H]([C@@H]([C@H](C2)CN(C)CCCNCCC2=CC=C(C=C2)F)O)O (1R,2S,3R,5R)-3-[4-Amino-2-chloro-5-(1,3-thiazol-2-yl)pyrrolo[2,3-d]pyrimidin-7-yl]-5-{[(3-{[2-(4-fluorophenyl)ethyl]amino}propyl)(methyl)amino]methyl}cyclopentane-1,2-diol